N-(4-mercaptophenyl)-2-(4-methoxyphenyl)acetamide SC1=CC=C(C=C1)NC(CC1=CC=C(C=C1)OC)=O